6-(pyrrolidin-1-yl)-2-(o-tolyl)-2,5-dihydro-4H-pyrazolo[3,4-d]pyrimidin-4-one N1(CCCC1)C=1NC(C=2C(N1)=NN(C2)C2=C(C=CC=C2)C)=O